(1-{4-azaspiro[2.5]oct-7-yl}-1H-pyrazol-4-yl)-8-chloro-7-[(7-fluoro-2-methyl-1H-1,3-benzodiazol-6-yl)oxy]quinoxaline amino-ethyl-butyrate NC(C(=O)O)(CC)CC.C1CC12NCCC(C2)N2N=CC(=C2)C2=NC1=C(C(=CC=C1N=C2)OC=2C=CC1=C(NC(=N1)C)C2F)Cl